CN(S(=O)(=O)C1CC1)C1=C(C=CC=C1)[N+](=O)[O-] N-methyl-N-(2-nitrophenyl)cyclopropanesulfonamide